C1(CCCC1)N1C(=CC2=C1N=C(N=C2)NC2=CC=C(C=C2)N(C(=O)C2(CC2)C(=O)N)C2=CC=C(C=C2)F)C(N(C)C)=O 1-N-[4-[[7-cyclopentyl-6-(dimethylcarbamoyl)pyrrolo[2,3-d]pyrimidin-2-yl]amino]phenyl]-1-N-(4-fluorophenyl)cyclopropane-1,1-dicarboxamide